N=S1(CCN(CC1)C1=NC=C(C=C1NS(=O)(=O)C1=CC=CC=C1)C1=CC=2C3=C(C=NC2C=C1)N(C(C31CCC1)=O)C)=O rac-N-(2-(1-Imino-1-oxido-1λ6-thiomorpholino)-5-(3'-methyl-2'-oxo-2',3'-dihydrospiro[cyclobutane-1,1'-pyrrolo[2,3-c]quinolin]-8'-yl)pyridin-3-yl)benzenesulfonamide